NC1=C2C(N(C(C2=CC=C1N(C)C1C(CCCC1)NC1CCC(CC1)(F)F)=O)C1C(NC(CC1)=O)=O)=O 4-amino-5-((2-((4,4-difluorocyclohexyl)amino)cyclohexyl)(methyl)amino)-2-(2,6-dioxopiperidin-3-yl)isoindoline-1,3-dione